methyl 4-amino-3-chloro-1-(tetrahydropyran-2-yl)-1H-indazole-6-carboxylate NC1=C2C(=NN(C2=CC(=C1)C(=O)OC)C1OCCCC1)Cl